CC1(OC2=C(NC1=O)C=CC(=C2)C2(NC=C(C(=N2)NC=2C=CC1=C(NC(O1)=O)C2)C)N)C 2-[2,2-dimethyl-2H-1,4-benzoxazin-3(4H)-one-7-yl]-5-methyl-N4-(2-oxo-2,3-dihydro-1,3-benzoxazol-5-yl)-2,4-pyrimidinediamine